tert-Butyl 3-[4-[(4R) or (4S)-2-oxo-4-(trifluoromethyl)-1-piperidyl]phenyl]azetidine-1-carboxylate tert-Butyl-3-[4-[2-oxo-4-(trifluoromethyl)-1-piperidyl]phenyl]azetidine-1-carboxylate C(C)(C)(C)OC(=O)N1CC(C1)C1=CC=C(C=C1)N1C(CC(CC1)C(F)(F)F)=O.O=C1N(CC[C@H](C1)C(F)(F)F)C1=CC=C(C=C1)C1CN(C1)C(=O)OC(C)(C)C |o1:33|